C(C)(C)(C)OC(=O)N1C(CNCC1)C1=C(C(=NC2=C(C=CC=C12)OC1=C2C=NNC2=CC=C1C)C=1C=NN(C1)C)C#N (3-cyano-8-((5-methyl-1H-indazol-4-yl)oxy)-2-(1-methyl-1H-pyrazol-4-yl)quinolin-4-yl)piperazine-1-carboxylic acid tert-butyl ester